F[C@H]1CN(CC[C@H]1OC)C1=NC=CC(=N1)NC=1N=CC2=C(C=CC(=C2C1)C(C)C)N1CC(C1)C(CNC(OC(C)(C)C)=O)S(=O)(=O)C tert-butyl (2-(1-(3-((2-((3S,4R)-3-fluoro-4-methoxypiperidin-1-yl)pyrimidin-4-yl)amino)-5-isopropylisoquinolin-8-yl)azetidin-3-yl)-2-(methylsulfonyl)ethyl)carbamate